(7S,15S)-9-(2,6-difluorophenyl)-N-(2-hydroxyethyl)-7,15-dimethyl-13,16-dioxa-18-thia-2,3,5,8-tetrazatetracyclo[8.8.0.02,6.011,17]octadeca-1(10),3,5,8,11(17)-pentaene-4-carboxamide FC1=C(C(=CC=C1)F)C1=N[C@H](C2=NC(=NN2C=2SC=3O[C@H](COCC3C12)C)C(=O)NCCO)C